COC1=NC=C(C=N1)C1=NC2=CC=CC=C2C(=C1)NCCCN(C)C N1-(2-(2-methoxypyrimidin-5-yl)quinolin-4-yl)-N3,N3-dimethylpropane-1,3-diamine